C(#C)C=1C(=CC=C2CCCN(C12)C1=C(C=2N=C(N=C(C2C=N1)N1CC(CCCC1)NC(C=C)=O)OC[C@H]1N(CCC1)C)F)F N-(1-(7-(8-ethynyl-7-fluoro-3,4-dihydroquinolin-1(2H)-yl)-8-fluoro-2-(((S)-1-methylpyrrolidin-2-yl)methoxy)pyrido[4,3-d]pyrimidin-4-yl)azepan-3-yl)acrylamide